1-benzyl-3-bromo-5-methylpyridin-1-ium C(C1=CC=CC=C1)[N+]1=CC(=CC(=C1)C)Br